C(C)(C)(C)C1=CC=C(C=C1)CN1C(CCC1CC(N1CCCC1)=O)=O 1-[(4-tert-butylphenyl)methyl]-5-(2-oxo-2-pyrrolidin-1-ylethyl)pyrrolidin-2-on